(S)-7-(2-fluorophenyl)-1-(2-isopropyl-4-methylpyridin-3-yl)-4-(2-methylpiperazin-1-yl)-2-oxo-1,2-dihydroquinazoline-6-carbonitrile FC1=C(C=CC=C1)C1=C(C=C2C(=NC(N(C2=C1)C=1C(=NC=CC1C)C(C)C)=O)N1[C@H](CNCC1)C)C#N